COC1=C(C=CC(=C1)C1=CN=C2N1N=C(C=C2)C2=CC(=CC=C2)C(F)(F)F)O 2-methoxy-4-[6-[3-(trifluoromethyl)phenyl]imidazo[1,2-b]pyridazin-3-yl]phenol